4-(4,6-dimethoxy-1,3,5-triazin-2-yl)-4-methylmorpholinium acetate C(C)(=O)[O-].COC1=NC(=NC(=N1)OC)[N+]1(CCOCC1)C